5-chloro-N-[(1S)-1-[2-(cyclopropylamino)-2-oxo-acetyl]-4,4-difluoro-pentyl]-2-[[3-(trifluoromethyl)benzoyl]amino]pyridine-3-carboxamide ClC=1C=C(C(=NC1)NC(C1=CC(=CC=C1)C(F)(F)F)=O)C(=O)N[C@@H](CCC(C)(F)F)C(C(=O)NC1CC1)=O